NCC(C=1SC=C(N1)CO)N1C(=CC=C1C1=NC=C(C=C1)F)C(=O)N (2-amino-1-(4-(hydroxymethyl)thiazol-2-yl)ethyl)-5-(5-fluoropyridin-2-yl)-1H-pyrrole-2-carboxamide